ClC=1C=C(C(=NC1C(F)(F)F)OC1=C(C(=C(C=C1)F)F)C)NC(OC(C)(C)C)=O Tert-Butyl N-[5-chloro-2-(3,4-difluoro-2-methyl-phenoxy)-6-(trifluoromethyl)-3-pyridyl]carbamate